tert-Butyl 2,2-difluoro-6-(4-(methoxycarbonyl)-2-nitrophenyl)-7-azaspiro[3.5]non-5-ene-7-carboxylate FC1(CC2(C1)C=C(N(CC2)C(=O)OC(C)(C)C)C2=C(C=C(C=C2)C(=O)OC)[N+](=O)[O-])F